8-chloro-1-methyl-6-phenyl-4H-[1,2,4]triazolo[4,3-a][1,4]-benzodiazepine ClC=1C=CC2=C(C(=NCC=3N2C(=NN3)C)C3=CC=CC=C3)C1